4-(methoxycarbonyl)furan COC(=O)C=1C=COC1